2-((1R,4R,7R)-7-isopropyl-5-methyl-bicyclo[2.2.2]oct-2,5-dien-2-yl)propan-2-ol C(C)(C)[C@@H]1[C@H]2C(=C[C@H](C(=C2)C)C1)C(C)(C)O